4-amino-N-[5-[2-(2,6-dioxopiperidin-3-yl)-1-oxo-3H-isoindol-4-yl]pent-4-yn-1-yl]benzamide NC1=CC=C(C(=O)NCCCC#CC2=C3CN(C(C3=CC=C2)=O)C2C(NC(CC2)=O)=O)C=C1